5-Cyano-6-(3-methylimidazo[4,5-c]pyridin-7-yl)-3-(4-morpholinoanilino)pyrazin-2-carboxamid C(#N)C=1N=C(C(=NC1C=1C2=C(C=NC1)N(C=N2)C)C(=O)N)NC2=CC=C(C=C2)N2CCOCC2